BrC1=NN(C=C1I)C1=CC2=C(OC(O2)(F)F)C=C1 3-bromo-1-(2,2-difluoro-1,3-benzodioxol-5-yl)-4-iodo-pyrazole